2-ethyl-(2-{2-chloro-4-fluoro-5-[3-methyl-2,6-dioxo-4-(trifluoromethyl)-3,6-dihydropyrimidine-1(2H)-yl]phenoxy}phenoxy) acetate C(C)(=O)OOC1C(C=CC=C1)(OC1=C(C=C(C(=C1)N1C(N(C(=CC1=O)C(F)(F)F)C)=O)F)Cl)CC